6-amino-5-(3-methoxy-2,6-dimethyl-phenyl)-2,3-bis(trideuteromethyl)pyrrolo[2,3-b]Pyrazine-7-carboxamide NC1=C(C=2C(=NC(=C(N2)C([2H])([2H])[2H])C([2H])([2H])[2H])N1C1=C(C(=CC=C1C)OC)C)C(=O)N